OC(CN1C(C(=NC=C1)C(=O)N)=O)COC(C1=CC=CC=C1)(C1=CC=CC=C1)C1=CC=CC=C1 4-(2-hydroxy-3-(trityloxy)propyl)-3-oxo-3,4-dihydropyrazine-2-carboxamide